COC1=CC=CC(=C1C1=C(C=CC=C1OC)P(C=1OC=CC1)C=1OC=CC1)P(C=1OC=CC1)C=1OC=CC1 (6,6'-dimethoxy-[1,1'-biphenyl]-2,2'-diyl)bis(di(furan-2-yl)phosphane)